4-Fluoro-N-(5-((methylamino)methyl)-2-(thiophen-2-yl)phenyl)benzenesulfonamide FC1=CC=C(C=C1)S(=O)(=O)NC1=C(C=CC(=C1)CNC)C=1SC=CC1